C(#N)C=1C2=C(N(N=C2C=C(C1)C=1C=NN(C1)C[C@H](C)O)C)C1=CC(=C(C(=O)N[C@H]2C(C2)(F)F)C(=C1)OC)OC(F)F 4-[4-cyano-6-[1-[(2S)-2-hydroxypropyl]pyrazol-4-yl]-2-methylindazol-3-yl]-N-[(1R)-2,2-difluorocyclopropyl]-2-(difluoromethoxy)-6-methoxybenzamide